CC(C(=O)N1N=CC2=CC3=C(C=C12)C(=C(N3C3=CC=C(C=C3)F)C3(COC3)C)C3=CC=C(C(=O)OCC)C=C3)(C)C Ethyl 4-[1-(2,2-dimethylpropanoyl)-5-(4-fluorophenyl)-6-(3-methyloxetan-3-yl)pyrrolo[2,3-f]indazol-7-yl]benzoate